BrC1=CC=C(C(=N1)C(C)(F)F)F 6-bromo-2-(1,1-difluoroethyl)-3-fluoropyridine